N1(CCOCC1)C=1C=CC(=NC1)C(=O)N 5-morpholin-4-ylpyridine-2-carboxamide